C1(CCC(N1CCCCCC(=O)N[C@@H](C(C)C)C(=O)O)=O)=O succinimidocaproyl-valine